diisopropoxymethyl-(2-vinylphenyl)silane C(C)(C)OC(OC(C)C)[SiH2]C1=C(C=CC=C1)C=C